cobalt (III) 2-ethylhexyl (1-methylheptyl) phosphonate P(OCC(CCCC)CC)(OC(CCCCCC)C)=O.[Co+3]